(4-(7-Cyclobutoxy-8-fluoro-1,3,4,5-tetrahydro-2H-benzo[c]azepin-2-yl)-2,6-dimethylphenyl)-3,3-dimethylbutyramide C1(CCC1)OC1=CC2=C(CN(CCC2)C2=CC(=C(C(=C2)C)C(C(=O)N)C(C)(C)C)C)C=C1F